COC(C1=C(C=CC=C1F)C=C)=O 2-vinyl-6-fluoro-benzoic acid methyl ester